tert-butyl (1-(3-(4-(3-((2,6-dioxopiperidin-3-yl)amino)phenyl)piperazin-1-yl)propanoyl)piperidin-4-yl)carbamate O=C1NC(CCC1NC=1C=C(C=CC1)N1CCN(CC1)CCC(=O)N1CCC(CC1)NC(OC(C)(C)C)=O)=O